2-methoxy-6-(6,7,8,9-tetrahydronaphtho[1,2-b]furan-2-yl)imidazo[2,1-b][1,3,4]thiadiazole COC1=NN2C(S1)=NC(=C2)C2=CC1=C(O2)C=2CCCCC2C=C1